C(C)(C)(C)OC(=O)N1CCC=C(C1)C1=NC2=CC(=NC=C2C=C1)C#N.FC=1C=C(C(=O)N)C=CC1OC1=CC=C(C=C1)CN1[C@H](CCC1)C=1C(=NN(C1C)C)C |r| (+/-)-3-fluoro-4-(4-{[2-(1,3,5-trimethyl-1H-pyrazol-4-yl)pyrrolidin-1-yl]methyl}phenoxy)benzamide tert-butyl-5-(7-cyano-1,6-naphthyridin-2-yl)-3,6-dihydropyridine-1(2H)-carboxylate